5-(benzylsulfanyl)thiophene-2-sulfonamide 1-benzhydryl-3-methylazetidin-3-ylmethanesulfonate C(C1=CC=CC=C1)(C1=CC=CC=C1)N1CC(C1)(C)CS(=O)(=O)O.C(C1=CC=CC=C1)SC1=CC=C(S1)S(=O)(=O)N